N-(3-chloro-5-fluoro-4-iodopyridin-2-yl)-1-cyclopropyl-N-((2-(trimethyl-silyl)ethoxy)methyl)methanesulfonamide ClC=1C(=NC=C(C1I)F)N(S(=O)(=O)CC1CC1)COCC[Si](C)(C)C